C(C[2H])C1=CC=C(C=C1)NC(=O)NC1=CNC2=C(C(=C(C(=C12)[2H])[2H])[2H])[2H] 1-(4-(ethyl-2-d)phenyl)-3-(1H-indol-3-yl-4,5,6,7-d4)Urea